N1=CN=C2NC=NC2=C1OC(N(C1=CC=CC=C1)C1=CC=CC=C1)=O.FC(SNC1=CC=CC=C1)(F)F N-(trifluoromethylthio)aniline 9H-purin-6-yldiphenylcarbamate